7-(6-(4,4-difluoropiperidine-1-carbonyl)naphthalen-1-yl)-1-methylquinazoline-2,4(1H,3H)-dione FC1(CCN(CC1)C(=O)C=1C=C2C=CC=C(C2=CC1)C1=CC=C2C(NC(N(C2=C1)C)=O)=O)F